ClC1=C(N)C=CC(=C1)B1OC(C(O1)(C)C)(C)C 2-chloro-4-(tetramethyl-1,3,2-dioxaborolan-2-yl)aniline